N-(3-fluoro-5-(1-methyl-1H-imidazol-4-yl)-4-((5-(trifluoromethyl)pyridin-2-yl)amino)phenyl)acrylamide FC=1C=C(C=C(C1NC1=NC=C(C=C1)C(F)(F)F)C=1N=CN(C1)C)NC(C=C)=O